O[C@@H]1C[C@H](N(C1)C([C@H](C(C)(C)C)NC(CCCCCCCCCCCN1CCN(CC1)C(=O)OC(C)(C)C)=O)=O)C(NCC1=CC=C(C=C1)C1=C(N=CS1)C)=O tert-Butyl 4-(12-(((S)-1-((2S,4R)-4-hydroxy-2-((4-(4-methylthiazol-5-yl)benzyl)carbamoyl)pyrrolidin-1-yl)-3,3-dimethyl-1-oxobutan-2-yl)amino)-12-oxododecyl)piperazine-1-carboxylate